C(C)(C)OC=1C=CC(=NC1)C1=NN=C(O1)NC1=NC=C(C=C1)OC 5-(5-isopropoxypyridin-2-yl)-N-(5-methoxypyridin-2-yl)-1,3,4-oxadiazol-2-amine